2,2'-((((9H-fluorene-9,9-diyl)bis(4,1-phenylene))bis(oxy))bis(methylene))bis(oxirane) C1=CC=CC=2C3=CC=CC=C3C(C12)(C1=CC=C(C=C1)OCC1OC1)C1=CC=C(C=C1)OCC1OC1